3-n-Butyl-1-ethyl-4-hydroxy-5-methyl-pyrazol C(CCC)C1=NN(C(=C1O)C)CC